CC1=CC=CC(=N1)C1=C(N=CN1)C=1C=C2N=CC=NC2=CC1 5-(6-methylpyridin-2-yl)-4-(quinoxalin-6-yl)-1H-imidazol